2-[[[4-(4-chlorophenoxy)-1-methyl-indol-6-yl]methylamino]methyl]prop-2-enoic acid ClC1=CC=C(OC2=C3C=CN(C3=CC(=C2)CNCC(C(=O)O)=C)C)C=C1